[BH4-].[Na+] sodium-boron hydride